N-[1-(4-cyclopropanesulfonylpyridin-2-yl)propyl]-1,3-thiazole-2-carboxamide C1(CC1)S(=O)(=O)C1=CC(=NC=C1)C(CC)NC(=O)C=1SC=CN1